BrC1=CC=C2C(=CN(C2=C1)CC(C)C)[C@@H](C(F)(F)F)N |r| rac-(1S)-1-(6-bromo-1-isobutyl-indol-3-yl)-2,2,2-trifluoro-ethanamine